(1r,4r)-4-[[(1r)-4-(aminomethyl)cyclohexane-1-carboxamido]methyl]cyclohexane-1-carboxylic acid NCC1CCC(CC1)C(=O)NCC1CCC(CC1)C(=O)O